3-Tert-butyl-2'-(6-((2,6-diisopropylphenylamino)methyl)pyridin-2-yl)-5-methylbiphenyl-2-ol C(C)(C)(C)C1=C(C(=CC(=C1)C)C1=C(C=CC=C1)C1=NC(=CC=C1)CNC1=C(C=CC=C1C(C)C)C(C)C)O